2-[2-(trifluoromethyl)phenyl]acetamide FC(C1=C(C=CC=C1)CC(=O)N)(F)F